CC=1OC(C2=C(N1)C(=CC=C2)[N+](=O)[O-])=O 2-methyl-8-nitro-4H-benzo[d][1,3]oxazin-4-one